(2-(4-fluorobenzoyl)-4-methoxyphenyl)-3-methylpentanamide FC1=CC=C(C(=O)C2=C(C=CC(=C2)OC)C(C(=O)N)C(CC)C)C=C1